Water fluoride [F-].O